ClC1=CC(=NC=N1)N1CCC2(CN(CC(N2)=O)C2=CC=C(C=C2)CN2CCC(CC2)(C)F)CC1 9-(6-Chloropyrimidin-4-yl)-4-(4-((4-fluoro-4-methylpiperidin-1-yl)methyl)phenyl)-1,4,9-triazaspiro[5.5]undecan-2-one